4-indolemethanol N1C=CC=2C(=CC=CC12)CO